BrC=1C=C(C(=NC1)OCCCN(C)C)NS(=O)(=O)C1=CC=C(C=C1)F N-(5-Bromo-2-(3-(dimethylamino)propoxy)pyridin-3-yl)-4-fluorobenzene-sulfonamide